CC=1[C@H](C[C@H]([C@@H](C1)C)C)CC=O 2-[(1R,4S,5R)-2,4,5-trimethylcyclohex-2-en-1-yl]acetaldehyde